CN1C(C(CC1)=C)=O N-methyl-3-methylene-2-pyrrolidone